ClC1=C(C=CC=C1)S(=O)(=O)O chlorobenzensulfonic acid